methyl ((1-((3-((5-ethyl-2-(prop-2-yn-1-yloxy)phenyl)sulfonamido)-4-methoxybenzo[d]isoxazol-6-yl)methyl)-1H-pyrazol-4-yl)methyl)carbamate C(C)C=1C=CC(=C(C1)S(=O)(=O)NC1=NOC2=C1C(=CC(=C2)CN2N=CC(=C2)CNC(OC)=O)OC)OCC#C